[1-[6-(2,4-dioxo-1H-pyrimidin-5-yl) furo[2,3-d]pyrimidin-4-yl]-4,4-difluoro-pyrrolidin-3-yl] morpholine-4-carboxylate N1(CCOCC1)C(=O)OC1CN(CC1(F)F)C=1C2=C(N=CN1)OC(=C2)C=2C(NC(NC2)=O)=O